FC1(CC(CC1)CN1N=C(C(=C1C(=O)O)C(F)(F)F)OC(F)F)F 1-((3,3-difluorocyclopentyl)methyl)-3-(difluoromethoxy)-4-(trifluoromethyl)-1H-pyrazole-5-carboxylic acid